ClC=1C=C(OCC(=O)C2=C(C=C(C=C2)C2=NOC(=N2)C(F)(F)F)F)C=CC1C(F)(F)F 2-(3-chloro-4-(trifluoromethyl)phenoxy)-1-(2-fluoro-4-(5-(trifluoromethyl)-1,2,4-oxadiazol-3-yl)phenyl)ethan-1-one